ClC1=[N+](C=C(C=C1)N1C(C(OCC1)(C)C)=O)[O-] chloro-5-(2,2-dimethyl-3-oxomorpholino)pyridine 1-oxide